FC=1C=C(C(=NC1)N1C[C@@H](N(CC1)C(CCCC1=CC=CC=2N1C=CN2)=O)C)C (S)-1-(4-(5-fluoro-3-methylpyridin-2-yl)-2-methylpiperazin-1-yl)-4-(imidazo[1,2-a]pyridin-5-yl)butan-1-one